(E)-2-methyl-1-(2,2,6-trimethyl-1-cyclohex-3-enyl)pent-1-en-3-one C\C(=C/C1C(C=CCC1C)(C)C)\C(CC)=O